ascorbic acid diisobutyrate C(C(C)C)(=O)O.C(C(C)C)(=O)O.O=C1C(O)=C(O)[C@H](O1)[C@@H](O)CO